ClC=1C=C(C=CC1)C(CNC(=O)NC1=CC(=CC=C1)OC(F)(F)F)(C)OC 1-[2-(3-chlorophenyl)-2-methoxy-propyl]-3-[3-(trifluoromethoxy)phenyl]urea